4-(1,3-dithiolan-2-yl)-N-(pyridin-2-yl)benzamide S1C(SCC1)C1=CC=C(C(=O)NC2=NC=CC=C2)C=C1